thieno[2,3-b]pyridine-3-carbonitrile S1C=C(C=2C1=NC=CC2)C#N